CN1C(C(=C(C(=C1)C=1C=NN(C1)C(C)C1=CC=CC=C1)C)C)=O 1,3,4-trimethyl-5-(1-(1-phenylethyl)-1H-pyrazol-4-yl)pyridin-2(1H)-one